(R)-6-bromo-N-(4-fluoro-3-(3-imino-2,5-dimethyl-1,1-dioxo-1,2,4-thiadiazin-5-yl)phenyl)benzo[d]oxazole BrC1=CC2=C(N(CO2)C2=CC(=C(C=C2)F)[C@]2(NC(N(S(C2)(=O)=O)C)=N)C)C=C1